5-bromo-3-(bromomethyl)pyridine-2-carboxylic acid methyl ester COC(=O)C1=NC=C(C=C1CBr)Br